C(C)(=O)N1C(C=CC2=CC=C(C=C12)OCCCCN1CCN(CC1)C1=CC=CC=2SC=CC21)=O 1-acetyl-7-(4-(4-(benzo[b]thiophen-4-yl)piperazin-1-yl)butoxy)quinolin-2(1H)-one